NCCC(=O)N[C@@H](CCCNC(N)=N)C(=O)O beta-Alanyl-L-arginine